(3R,4R)-1-(6-ethyl-8-fluoro-4-methyl-3-(1-methyl-1H-pyrazol-3-yl)quinolin-2-yl)-3-fluoro-N-((R)-tetrahydrofuran-3-yl)piperidin-4-amine C(C)C=1C=C2C(=C(C(=NC2=C(C1)F)N1C[C@H]([C@@H](CC1)N[C@H]1COCC1)F)C1=NN(C=C1)C)C